4,4'-methylenbis(N-sec-butylcyclohexanamine) C(C1CCC(CC1)NC(C)CC)C1CCC(CC1)NC(C)CC